N-((S)-pyrrolidin-3-yl)picolinamide N1C[C@H](CC1)NC(C1=NC=CC=C1)=O